[O-2].C(CCC)[Ti](CCCC)(CCCC)CCCC Tetrabutyl-titanium oxide